FC=1C(=C(C=CC1F)C(=O)N1CC(C1)(O)CN[C@@H](C)C(=O)OC)NC1=C(C=C(C=C1)I)F methyl N-{[1-({3,4-difluoro-2-[(2-fluoro-4-iodophenyl)amino]phenyl}carbonyl)-3-hydroxyazetidin-3-yl]methyl}alaninate